C1(CCCCC1)CNC(C=CC(=O)NC(CC(C)C)B(O)O)=O (1-(4-((cyclohexylmethyl)amino)-4-oxobut-2-enamido)-3-methylbutyl)boronic acid